3-(4-((4,6-difluorobenzo[d]thiazol-5-yl)amino)thieno[2,3-b]pyridin-2-yl)-2,2-dimethyl-2,5-dihydro-1H-pyrrole-1-carboxylic acid tert-butyl ester C(C)(C)(C)OC(=O)N1C(C(=CC1)C1=CC=2C(=NC=CC2NC=2C(=CC3=C(N=CS3)C2F)F)S1)(C)C